S1C(=NC2=C1C=CC=C2)N[C@H](C(=O)O)CCN(CCCCC2=NC=1NCCCC1C=C2)CCOC=2C(=NC=CC2)C (S)-2-(benzo[d]thiazol-2-ylamino)-4-((2-((2-methylpyridin-3-yl)oxy)ethyl)(4-(5,6,7,8-tetrahydro-1,8-naphthyridin-2-yl)butyl)amino)butanoic acid